4-(5-((2-oxo-2-((pyridin-4-ylmethyl)amino)ethyl)thio)-1H-tetrazol-1-yl)benzoic acid O=C(CSC1=NN=NN1C1=CC=C(C(=O)O)C=C1)NCC1=CC=NC=C1